1-(1-(4'-(2-methoxyethoxy)-[1,1'-biphenyl]-4-yl)cyclopropyl)-3-(4-methyl-1-azabicyclo[3.2.2]non-4-yl)urea COCCOC1=CC=C(C=C1)C1=CC=C(C=C1)C1(CC1)NC(=O)NC1(CCN2CCC1CC2)C